[Ru].C1=CC=CC2=NC3=CC=CC=C3C=C12 acridine ruthenium